3-(1-methoxyethyl)-1-((2-(trimethylsilyl)ethoxy)methyl)-1H-pyrazole COC(C)C1=NN(C=C1)COCC[Si](C)(C)C